ClC=1N=CC2=C(C=CC(=C2C1)C(C)C)N1[C@H]([C@@H](C1)C[S@](=O)CC)C 3-chloro-8-((2S,3R)-3-(((R)-ethylsulfinyl)methyl)-2-methylazetidine-1-yl)-5-isopropylisoquinoline